C(C)(C)(C)O[C@H](C(C)=O)CN(C)C (S)-3-(tert-butoxy)-4-(dimethylamino)butan-2-one